C(C)N(CCC1=CNC2=CC=C(C=C12)NS(=O)(=O)\C=C\C1=CC=CC=C1)CC N-[3-(2-diethylaminoethyl)-1H-indol-5-yl]-trans-beta-styrenesulfonamide